N-(5-fluoro-2-(hydroxymethyl)benzyl)-4-(5-methyl-2-(oxacyclobutane-3-ylamino)pyrimidin-4-yl)-1h-pyrrole-2-formamide FC=1C=CC(=C(CNC(=O)C=2NC=C(C2)C2=NC(=NC=C2C)NC2COC2)C1)CO